trichloromethyl (S)-1-(3-(1-(2,2-difluorobenzo[d][1,3]dioxol-5-yl)ethoxy)phenyl)-3-(trifluoromethyl)-1,4,5,6-tetrahydro-7H-pyrazolo[3,4-b]pyridine-7-carboxylate FC1(OC2=C(O1)C=CC(=C2)[C@H](C)OC=2C=C(C=CC2)N2N=C(C1=C2N(CCC1)C(=O)OC(Cl)(Cl)Cl)C(F)(F)F)F